1-(2,5-dimethylphenyl)-2-((5-phenyl-4H-1,2,4-triazol-3-yl)thio)ethan-1-one CC1=C(C=C(C=C1)C)C(CSC1=NN=C(N1)C1=CC=CC=C1)=O